3-[(2,3-diaminophenyl)methyl]-1-methoxy-1-methyl-urea NC1=C(C=CC=C1N)CNC(N(C)OC)=O